1-(1,2-dimethyl-propyl)-N-ethyl-5-methyl-N-pyridazin-4-yl-pyrazole-4-carboxamide CC(C(C)C)N1N=CC(=C1C)C(=O)N(C1=CN=NC=C1)CC